OC1=C(C=CC(=C1)F)C1=NN=C(C2=CC=CC=C12)N[C@H]1CN(CCC1)CC(=O)N1CCC(CC1)O (R)-2-(3-((4-(2-hydroxy-4-fluorophenyl)phthalazin-1-yl)amino)piperidin-1-yl)-1-(4-hydroxypiperidin-1-yl)ethan-1-one